2-[4-[3-(3,5-dimethylpyrazol-1-yl)-6-oxopyridazin-1-yl]piperidin-1-yl]quinolin-3-carbonitrile CC1=NN(C(=C1)C)C1=NN(C(C=C1)=O)C1CCN(CC1)C1=NC2=CC=CC=C2C=C1C#N